N(N)C1=CC(=C2C(=N1)N(C(=N2)[C@H](C(C)C)NC(C)=O)C)N2CCOCC2 (S)-N-(1-(5-hydrazinyl-3-methyl-7-morpholino-3H-imidazo[4,5-b]pyridin-2-yl)-2-methylpropyl)acetamide